ClC=1C=CC(=C(OCC2CC(N(CC2)C)=O)C1)C=1N=NC(=C2C1SC=C2)C=2C=C1CCNCC1=CC2 4-[[5-chloro-2-[4-(1,2,3,4-tetrahydroisoquinolin-6-yl)thieno[2,3-d]pyridazin-7-yl]phenoxy]methyl]-1-methyl-piperidin-2-one